N-(6-amino-5-ethylpyridin-3-yl)-2-((2R,5S)-5-methyl-2-(3-(1-methylpiperidin-4-yl)quinolin-7-yl)piperidin-1-yl)-2-oxoacetamide NC1=C(C=C(C=N1)NC(C(=O)N1[C@H](CC[C@@H](C1)C)C1=CC=C2C=C(C=NC2=C1)C1CCN(CC1)C)=O)CC